FCCCN1C[C@H](CC1)OC1=NC=C(C=C1)I (S)-2-((1-(3-fluoropropyl)pyrrolidin-3-yl)oxy)-5-iodopyridine